C1(NC(CC2=C1NC1=CC=CC=C21)C(=O)OC)C(=O)OC Dimethyl 2,3,4,9-tetrahydro-1H-pyrido[3,4-b]indole-1,3-dicarboxylate